N-(3-Fluoro-5-(trifluoromethyl)phenyl)-1-(imidazo[1,2-a]pyrazin-3-ylmethyl)indolin-6-carboxamid FC=1C=C(C=C(C1)C(F)(F)F)NC(=O)C1=CC=C2CCN(C2=C1)CC1=CN=C2N1C=CN=C2